ethyl 5-cyano-4-[3-[(3,4-difluorophenyl)methylcarbamoyl]pyrrolidin-1-yl]-2-[2-(4-fluorophenyl)ethyl]-6-isobutyl-pyridine-3-carboxylate C(#N)C=1C(=C(C(=NC1CC(C)C)CCC1=CC=C(C=C1)F)C(=O)OCC)N1CC(CC1)C(NCC1=CC(=C(C=C1)F)F)=O